N-(3-(2-methyl-1-(4-methyl-4H-1,2,4-triazol-3-yl)propan-2-yl)phenyl)-5-(morpholinomethyl)-2-oxo-1-(2,2,2-trifluoroethyl)-1,2-dihydropyridine-3-carboxamide CC(CC1=NN=CN1C)(C)C=1C=C(C=CC1)NC(=O)C=1C(N(C=C(C1)CN1CCOCC1)CC(F)(F)F)=O